N[C@@H]1CN(CC[C@H]1F)C1=NC2=C(N1CC1=NC=C(C(=O)N)C=C1)C=CC=C2 6-((2-((3r,4r)-3-amino-4-fluoropiperidin-1-yl)-1H-benzo[d]imidazol-1-yl)methyl)nicotinamide